2,3-dibromo-7-((tert-butyldiphenylsilyl)oxy)-5-(3,5-difluorophenyl)-6,7-dihydro-5H-pyrrolo[1,2-a]imidazole BrC=1N=C2N(C1Br)C(CC2O[Si](C2=CC=CC=C2)(C2=CC=CC=C2)C(C)(C)C)C2=CC(=CC(=C2)F)F